C(C)(C)(C)C1=C(C(=NN1[C@@H]1COCC1)NC1=NC=2C(=CC(=NC2)OC2=CC(=NC=C2)NC(C)=O)N1C)F (S)-N-(4-((2-((5-(tert-butyl)-4-fluoro-1-(tetrahydrofuran-3-yl)-1H-pyrazol-3-yl)amino)-1-methyl-1H-imidazo[4,5-d]pyridin-6-yl)oxy)pyridin-2-yl)acetamide